BrC=1C(=C(C=CC1)C1=CC=C(C(=N1)OC)CN(C1CCC(CC1)C(=O)OC)C)Cl methyl (1r,4r)-4-(((6-(3-bromo-2-chlorophenyl)-2-methoxypyridin-3-yl)methyl)(methyl)amino)cyclohexane-1-carboxylate